BrC1=C(C(=O)OC)C=C(C(=C1)N1CCC(CC1)OC1CCC(CC1)CO)F methyl 2-bromo-5-fluoro-4-[4-[4-(hydroxymethyl)cyclohexoxy]-1-piperidyl]benzoate